ClC1=CN=CC(=N1)C1=CC=C(C(=O)NC(C)(C)C=2N=C(SC2)NS(=O)(=O)C2CC2)C=C1 4-(6-chloropyrazin-2-yl)-N-(2-(2-(cyclopropanesulfonamido)thiazol-4-yl)propan-2-yl)benzamide